(3R,4R)-3-((tert-Butyldimethylsilanyloxy)-4-((R)-3-hydroxy-2-oxopyrrolidin-1-yl)piperidin-1-yl)nicotinonitrile [Si](C)(C)(C(C)(C)C)OC1N(CC[C@H](C1)N1C([C@@H](CC1)O)=O)[C@@]1(C#N)CN=CC=C1